(1-methylcyclopropyl)(piperazin-1-yl)methanone CC1(CC1)C(=O)N1CCNCC1